ClC1=C(C=CC=C1F)C1=CCN(CC1)C(=O)OC(C)(C)C tert-butyl 4-(2-chloro-3-fluorophenyl)-5,6-dihydropyridine-1(2H)carboxylate